ClC=1C(=NC=CC1C1=NC(=C(C=C1)CNCC1NC(CC1)=O)OC)C=1C(=C(C=CC1)NC(C1=NC=C(C(=C1)CN1CC(C1)COC)OC)=O)C N-(3-(3'-chloro-6-methoxy-5-((((5-oxopyrrolidin-2-yl)methyl)amino)methyl)-[2,4'-bipyridin]-2'-yl)-2-methylphenyl)-5-methoxy-4-((3-(methoxymethyl)azetidin-1-yl)methyl)picolinamide